C1OCCC2=CC=C(C=C12)S(=O)(=O)Cl Isochromane-7-sulfonyl chloride